2-(2-bromo-6-fluorophenyl)-1H-pyrrole-1-carboxylic acid tert-butyl ester C(C)(C)(C)OC(=O)N1C(=CC=C1)C1=C(C=CC=C1F)Br